O=C1NC(CCC1N1C(C2=CC=C(C=C2C1=O)NCCOCCC(=O)O)=O)=O 3-(2-((2-(2,6-Dioxopiperidin-3-yl)-1,3-dioxoisoindolin-5-yl)amino)ethoxy)propanoic acid